(M)-5-Amino-3-cyano-4-(3-hydroxy-2-methylphenyl)-1-methyl-1H-pyrrolo[2,3-b]pyridine-6-carboxamide NC=1C(=C2C(=NC1C(=O)N)N(C=C2C#N)C)C2=C(C(=CC=C2)O)C